5H-phenophosphazinine-10-oxide C1=CC=CC=2NC3=CC=CC=C3P(C12)=O